BrCCCCCCCCCCCCC 1-Bromotridecan